OC(C)(C=C)CC\C=C(\C)/CCC=C(C)C (Z)-nerolidol